1-Ethyl 2-[2-[2-[2-[2-[3-[[6-(5-cyanopyrazolo[3,4-b]pyridin-1-yl)-4-(cyclopropylamino)pyridine-3-carbonyl]amino]-2-fluoro-1,1-dimethylpropoxy]ethoxy]ethoxy]ethoxy]ethoxy]acetate C(#N)C=1C=C2C(=NC1)N(N=C2)C2=CC(=C(C=N2)C(=O)NCC(C(OCCOCCOCCOCCOCC(=O)OCC)(C)C)F)NC2CC2